3-ETHYLHEPTANAL C(C)C(CC=O)CCCC